ClC1=C2C(=CNC2=C(C=C1)N1CCC(CC1)NC(=O)C=1N=NC(=CC1)N1CCC(CC1)C(OCCCC)OCCCC)C#N N-[1-(4-Chloro-3-cyano-1H-indol-7-yl)piperidin-4-yl]-6-[4-(dibutoxymethyl)piperidin-1-yl]pyridazine-3-carboxamide